C1(CC1)C1=CC=C(C=C1)[C@@H](C)N1N=CC2=C(C=CC(=C12)C(=O)O)C#CC (R)-1-(1-(4-cyclopropylphenyl)ethyl)-4-(propan-1-yn-1-yl)-1H-indazole-7-carboxylic acid